2-(benzyloxy)-9-(4-chloropyridin-2-yl)-6-methyl-8-nitro-7,10-dihydro-7,10-methanopyrido[3,2-c]azocin-5(6H)-one C(C1=CC=CC=C1)OC=1C=CC=2C(N(C3C(=C(C(C2N1)C3)C3=NC=CC(=C3)Cl)[N+](=O)[O-])C)=O